diphenyl bis(2-ethylhexyl maleate) tin [Sn+4].C(C)C(C/C(/C(=O)OC1=CC=CC=C1)=C/C(=O)[O-])CCCC.C(C)C(C/C(/C(=O)OC1=CC=CC=C1)=C/C(=O)[O-])CCCC.C1(=CC=CC=C1)OC(\C(=C/C(=O)[O-])\CC(CCCC)CC)=O.C1(=CC=CC=C1)OC(\C(=C/C(=O)[O-])\CC(CCCC)CC)=O